CNCCCN1N=C2C=CC(=CC2=C1)NC1=CC=C(C=C1)N1CCC(CC1)C(F)(F)F 2-(3-(methylamino)propyl)-N-(4-(4-(trifluoromethyl)piperidin-1-yl)phenyl)-2H-indazol-5-amine